CC1=C(N)C=C(C=C1)C 2,5-dimethyl-aniline